NC1=CC(=C(OC2=C3C(=NC=C2)N(C=C3C(=O)OC)COCC[Si](C)(C)C)C(=C1)F)F methyl 4-(4-amino-2,6-difluorophenoxy)-1-{[2-(trimethylsilyl)ethoxy]methyl}-1H-pyrrolo[2,3-b]pyridine-3-carboxylate